Cl.O1COC2=C1C=CC=C2S(=O)(=O)N2C=C(C=C2C=2C(=NC=CC2)F)CNC {[1-(2H-1,3-benzodioxole-4-sulfonyl)-5-(2-fluoropyridin-3-yl)-1H-pyrrol-3-yl]methyl}(methyl)amine hydrochloride